N-(4-fluorobenzyl)-N,3-dimethylpiperidin-4-amine FC1=CC=C(CN(C2C(CNCC2)C)C)C=C1